[CH3-].[CH3-].CC(C)(C)[C]1[CH][CH][CH][CH]1.CC(C)(C)[C]1[CH][CH][CH][CH]1.[Zr+2] Dimethylbis(t-butylcyclopentadienyl)zirconium